tert-butyl (S)-4-(2-amino-3-chloro-5-cyanophenyl)-3-methylpiperazine-1-carboxylate NC1=C(C=C(C=C1Cl)C#N)N1[C@H](CN(CC1)C(=O)OC(C)(C)C)C